cis-6-cyclopropyl-2-[3-[(1R,2R)-1,2-difluoro-1-(4-methyl-4H-1,2,4-triazol-3-yl)propan-2-yl]phenyl]-4-(trifluoromethyl)-2,3-dihydro-1H-isoindol-1-one C1(CC1)C1=CC(=C2CN(C(C2=C1)=O)C1=CC(=CC=C1)[C@@]([C@@H](C1=NN=CN1C)F)(C)F)C(F)(F)F